tert-butyl N-ethyl-N-(1-{8-[(4-fluoro-2-methyl-1,3-benzothiazol-6-yl)carbamoyl]cinnolin-5-yl}piperidin-4-yl)carbamate C(C)N(C(OC(C)(C)C)=O)C1CCN(CC1)C1=C2C=CN=NC2=C(C=C1)C(NC1=CC2=C(N=C(S2)C)C(=C1)F)=O